4,6-dichloro-1H-pyrrolo[3,2-c]pyridine-7-carboxylic acid ClC1=NC(=C(C2=C1C=CN2)C(=O)O)Cl